NCC=1C=C(C=CC1)N1N=C(C=C1C(=O)NC1=C(C=CC(=C1)C(C1=CC=CC=C1)OCC1CC1)F)C(F)(F)F (-)-1-(3-(aminomethyl)phenyl)-N-(5-((cyclopropylmethoxy)(phenyl)methyl)-2-fluorophenyl)-3-(trifluoromethyl)-1H-pyrazole-5-carboxamide